[C@H](C)(CC)[C@@H]1N(CC2=C(NC1=O)C=CC=C2)C(=O)N2CC(C2)OCC(=O)NC 2-((1-((S)-3-((S)-sec-butyl)-2-oxo-2,3,4,5-tetrahydro-1H-benzo[e][1,4]diazepine-4-carbonyl)azetidin-3-yl)oxy)-N-methylacetamide